7,8-difluoro-2-(4-((6-oxo-5-(trifluoromethyl)-1,6-dihydropyridazin-4-yl)amino)pentyl-4-d)-6-(5-(trifluoromethyl)pyrimidin-2-yl)isoquinolin-1(2H)-one FC1=C(C=C2C=CN(C(C2=C1F)=O)CCCC(C)([2H])NC=1C=NNC(C1C(F)(F)F)=O)C1=NC=C(C=N1)C(F)(F)F